COCOCC/C=C/CC[Mg]Cl (3E)-6-(methoxymethoxy)-3-hexenylmagnesium chloride